1-(3-((4-((3-(oxazol-5-yl)-phenyl)amino)pyrido[3,4-d]pyrimidin-6-yl)oxy)-azetidin-1-yl)prop-2-en-1-one O1C=NC=C1C=1C=C(C=CC1)NC=1C2=C(N=CN1)C=NC(=C2)OC2CN(C2)C(C=C)=O